[Cl-].[Cl-].C1(=CC=CC=C1)C(C1=CC=CC=C1)=[Zr+2](C1=C(C=CC=2C3=CC=C(C=C3CC12)C(C)(C)C)C(C)(C)C)C1C=C(C=C1)C(C)(C)C diphenylmethylene-(3-t-butyl-cyclopentadienyl)(2,7-di-t-butyl-fluorenyl)zirconium dichloride